C(#N)C=1C=CC(=NC1)C1(OC2=C(O1)C=CC=C2C2=CC(=C(CC1=NC3=C(N1CCOC)C=C(C=C3)C(=O)O)C(=C2)F)F)C 2-(4-(2-(5-cyanopyridin-2-yl)-2-methylbenzo[d][1,3]dioxol-4-yl)-2,6-difluorobenzyl)-1-(2-methoxyethyl)-1H-benzo[d]imidazole-6-carboxylic acid